4-(3-Fluoro-4-propoxyphenyl)-5-methyl-N-(1-methyl-1H-pyrazol-4-yl)pyrimidin-2-amine FC=1C=C(C=CC1OCCC)C1=NC(=NC=C1C)NC=1C=NN(C1)C